Cl.FC(C1=NC(=NO1)C1=CC=C(C=C1)CN)(F)F [4-[5-(trifluoromethyl)-1,2,4-oxadiazol-3-yl]phenyl]methanamine hydrochloride